FC=1C=C2C(C(=CN3C2=C(C1F)OCC3)CN([C@@H]3CN(CCC3)C=3C=NC=CC3)CC3=CC(=NC=C3)C)=O 9,10-difluoro-6-({[(2-methylpyridin-4-yl)methyl][(3S)-1-(pyridin-3-yl)hexahydropyridin-3-yl]amino}methyl)-3,7-dihydro-2H-[1,4]oxazino[2,3,4-ij]quinolin-7-one